C1(CCC1)C1=CC(=NN1)NC1=NC(=NC=C1)N1C2CC(C1)(C2)CNC N-(5-cyclobutyl-1H-pyrazol-3-yl)-2-[4-(methylaminomethyl)-2-azabicyclo[2.1.1]hex-2-yl]pyrimidin-4-amine